tetrahydroimidazonaphthyridineamine N1C(NC2C1=CC=1C=CC=NC1N2)N